nonadecanoic acid nonadecanoyl ester C(CCCCCCCCCCCCCCCCCC)(=O)OC(CCCCCCCCCCCCCCCCCC)=O